NC1=C(C=C(CNC(OC(C)(C)C)=O)C=C1C)C(NCCC(C)C)=O tert-butyl (4-amino-3-(isopentylcarbamoyl)-5-methylbenzyl)carbamate